5-(4-Chlorobutan-2-yl)-1H-pyrazol-3-amine ClCCC(C)C1=CC(=NN1)N